C(C)(C)(C)C1=NC(=NO1)C(=O)NCC1=C(C=C(C=C1)C1=NC=NN2C1=CC(=C2)N2CCOCC2)C2CC2 5-(tert-butyl)-N-(2-cyclopropyl-4-(6-morpholinopyrrolo[2,1-f][1,2,4]triazin-4-yl)benzyl)-1,2,4-oxadiazole-3-carboxamide